BrC=1C(=C2C(=NC1Cl)N(C=C2)S(=O)(=O)C2=CC=C(C=C2)C)F 5-bromo-6-chloro-4-fluoro-1-(p-tolylsulfonyl)pyrrolo[2,3-b]pyridine